(1S,2S)-2-(3-chlorophenyl)-N-(4-(((6-cyclopropyl-5-oxo-5,6-dihydroimidazo[1,2-c]pyrimidin-2-yl)methyl)amino)pyridin-2-yl)cyclopropane-1-carboxamide ClC=1C=C(C=CC1)[C@@H]1[C@H](C1)C(=O)NC1=NC=CC(=C1)NCC=1N=C2N(C(N(C=C2)C2CC2)=O)C1